N1(C2C(CC1)NCC2)C(CNC(=O)C2=NC=CC(=C2)C(F)(F)F)=O N-(2-{octahydropyrrolo[3,2-b]pyrrol-1-yl}-2-oxoethyl)-4-(trifluoromethyl)pyridine-2-carboxamide